Boc-D-2-aminobutanoic acid CC[C@H](C(=O)[O-])NC(=O)OC(C)(C)C.[Na+]